BrC1=NC=C(C=N1)CC(=O)OCC ethyl 2-(2-bromopyrimidin-5-yl)acetate